4-(4-((2-(2,6-dioxopiperidin-3-yl)-1-oxoisoindolin-5-yl)methyl)piperazin-1-yl)-N-(4-methyl-3-((4-(pyridin-3-yl)pyrimidin-2-yl)amino)phenyl)benzamide O=C1NC(CCC1N1C(C2=CC=C(C=C2C1)CN1CCN(CC1)C1=CC=C(C(=O)NC2=CC(=C(C=C2)C)NC2=NC=CC(=N2)C=2C=NC=CC2)C=C1)=O)=O